[Br-].O1CCC(CC1)[Zn+] (tetra-hydro-2H-pyran-4-yl)zinc bromide